(S)-5-azido-N-(2-(1-(3-ethoxy-4-methoxyphenyl)-2-(methylsulfonyl)ethyl)-1,3-dioxoisoindolin-4-yl)-pentanamide N(=[N+]=[N-])CCCCC(=O)NC1=C2C(N(C(C2=CC=C1)=O)[C@H](CS(=O)(=O)C)C1=CC(=C(C=C1)OC)OCC)=O